CC1=CC=C(C=C1)C=1C(C(=CN(C1)CC1CCOCC1)C(=O)OCC)=O ethyl 5-(4-methylphenyl)-4-oxo-1-(tetrahydro-2H-pyran-4-ylmethyl)-1,4-dihydropyridine-3-carboxylate